ClC1=CC=C(C(=N1)C(=O)O)N[C@H](C)C=1C=C(C=C2C(C(=C(OC12)C=1C=NN(C1)C(F)F)C)=O)C 6-Chloro-3-[[(1R)-1-[2-[1-(difluoromethyl)pyrazol-4-yl]-3,6-dimethyl-4-oxo-chromen-8-yl]ethyl]-amino]pyridine-2-carboxylic acid